5-[[2,4-dichloro-5-(2-pyridyl)benzoyl]amino]-N-[[1-[9-[4-[4-[(2,6-dioxo-3-piperidyl)amino]phenyl]piperazin-1-yl]-9-oxo-nonyl]triazol-4-yl]methyl]-1-phenyl-pyrazole-3-carboxamide ClC1=C(C(=O)NC2=CC(=NN2C2=CC=CC=C2)C(=O)NCC=2N=NN(C2)CCCCCCCCC(=O)N2CCN(CC2)C2=CC=C(C=C2)NC2C(NC(CC2)=O)=O)C=C(C(=C1)Cl)C1=NC=CC=C1